C(C)OC1(CC1)O[Si](C)(C)C (1-Ethoxycyclopropoxy)trimethyl-silane